N-{4-[3-Anilino-5-(2-hydroxy-2-methylpropyl)-4-oxo-4,5,6,7-tetrahydro-1H-pyrrolo[3,2-c]pyridin-2-yl]pyridin-2-yl}-2-(4-fluorophenyl)propanamid N(C1=CC=CC=C1)C1=C(NC2=C1C(N(CC2)CC(C)(C)O)=O)C2=CC(=NC=C2)NC(C(C)C2=CC=C(C=C2)F)=O